(3,3-dimethyl-2-oxo-1-((1-phenylazetidin-3-yl)methyl)indolin-6-yl)-1H-indole-3-carboxamide CC1(C(N(C2=CC(=CC=C12)N1C=C(C2=CC=CC=C12)C(=O)N)CC1CN(C1)C1=CC=CC=C1)=O)C